F[C@H]1[C@@H]2CC[C@H](C[C@H]1N(C1=CN=C(N=N1)C1=C(C=C3C(C=C(OC3=C1)C)=O)O)C)N2 7-(6-(((1s,2s,3r,5r)-2-fluoro-8-azabicyclo[3.2.1]oct-3-yl)(methyl)amino)-1,2,4-triazin-3-yl)-6-hydroxy-2-methyl-4H-chromen-4-one